N=1N=C(N2C1C=CC=C2)C#CC2=C(C=CC=1C(=NOC12)NC1=CC(=CC=C1)C(F)(F)F)C 7-([1,2,4]triazolo[4,3-a]pyridin-3-ylethynyl)-6-methyl-N-(3-(trifluoromethyl)phenyl)benzo[d]isoxazol-3-amine